cetylstearyl alcohol stearate C(CCCCCCCCCCCCCCCCC)(=O)OCCCCCCCCCCCCCCCCCCCCCCCCCCCCCCCCCC